cyclopropyl-((5s,7s)-7-fluoro-5-phenyl-6,7-dihydro-5H-pyrrolo[1,2-b][1,2,4]triazol-2-yl)methanone C1(CC1)C(=O)C=1N=C2N(N1)[C@@H](C[C@@H]2F)C2=CC=CC=C2